ClC1=C(C=NN(C1=O)C1CCC(CC1)N1C(N(C2=C1C=CC=C2)C)=O)NC[C@H]2COCCC2 1-[4-[5-chloro-6-oxo-4-[[(3S)-tetrahydropyran-3-yl]methylamino]pyridazin-1-yl]cyclohexyl]-3-methyl-benzimidazol-2-one